4-(2-methacryloyloxyethoxy)-4-oxobutyric acid C(C(=C)C)(=O)OCCOC(CCC(=O)O)=O